(1S,2R,3S,5S)-2-Aminobicyclo[3.1.0]Hex-3-ylcarbamic acid N[C@@H]1[C@H]2C[C@H]2C[C@@H]1NC(O)=O